3-(3-Bromo-4-methoxybenzoyl)-6-chloro-N-(3-(dimethylamino)propyl)-4-oxo-4H-chromene-2-carboxamide BrC=1C=C(C(=O)C2=C(OC3=CC=C(C=C3C2=O)Cl)C(=O)NCCCN(C)C)C=CC1OC